N,N'-bis[3-(dimethylamino)propyl]urea CN(CCCNC(=O)NCCCN(C)C)C